C(CCCCCCC(=O)ON1C(CCC1=O)=O)(=O)ON1C(CCC1=O)=O bis(2,5-dioxopyrrolidin-1-yl) octanedioate